Pyridin-3-ylmethyl 4-((4-(2-(methyl((1-methyl-1H-indazol-5-yl)methyl)amino)ethyl)phenyl)carbamoyl)-3-(4-oxo-4H-chromene-2-carboxamido)benzoate CN(CCC1=CC=C(C=C1)NC(=O)C1=C(C=C(C(=O)OCC=2C=NC=CC2)C=C1)NC(=O)C=1OC2=CC=CC=C2C(C1)=O)CC=1C=C2C=NN(C2=CC1)C